tert-butyl (2-(2-((4-(2-(tert-butyl)-4-(3-((2,6-difluorophenyl)sulfonamido)-2-fluorophenyl)thiazol-5-yl)pyrimidin-2-yl)amino)ethoxy)ethyl)carbamate C(C)(C)(C)C=1SC(=C(N1)C1=C(C(=CC=C1)NS(=O)(=O)C1=C(C=CC=C1F)F)F)C1=NC(=NC=C1)NCCOCCNC(OC(C)(C)C)=O